(R)-6-(6-chloropyridin-2-yl)-N2-(1,1,1-trifluoropropan-2-yl)-1,3,5-triazine-2,4-diamine ClC1=CC=CC(=N1)C1=NC(=NC(=N1)N[C@@H](C(F)(F)F)C)N